C(#N)N[S@@](=O)(=NC(NC1=C2CCCC2=CC=2CCCC12)=O)C=1SC=C(C1)C(C)(C)O (S)-N-cyano-N'-((1,2,3,5,6,7-hexahydro-s-indacen-4-yl)carbamoyl)-4-(2-hydroxypropan-2-yl)thiophene-2-sulfonimidamide